butyl (S)-3-(3-((S)-1-methoxy-3-methyl-1-oxobutan-2-yl)-1,3-dimethylureido)piperidine-1-carboxylate COC([C@H](C(C)C)N(C(N(C)[C@@H]1CN(CCC1)C(=O)OCCCC)=O)C)=O